COC(=O)C=1OC2=C(C1)C=CC(=C2)SCC2=CC=CC=C2 6-(benzylthio)benzofuran-2-carboxylic acid methyl ester